(2r,6s)-4-[8-({8-fluoro-2-methylimidazo[1,2-a]pyridin-6-yl}carbamoyl)-2-methoxyquinoxalin-5-yl]-2,6-dimethylpiperazine-1-carboxylic acid tert-butyl ester C(C)(C)(C)OC(=O)N1[C@@H](CN(C[C@@H]1C)C1=C2N=CC(=NC2=C(C=C1)C(NC=1C=C(C=2N(C1)C=C(N2)C)F)=O)OC)C